ClC1=CC2=C(C=N1)C(=NN2C2=C(C=C(C=C2)NS(=O)(=O)C2CC2)OC)CC#N N-(4-(6-Chloro-3-(cyanomethyl)-1H-pyrazolo[4,3-c]pyridin-1-yl)-3-methoxyphenyl)cyclopropanesulfonamide